6-amino-2-(3,5-dichloro-4-((2-(4-trifluoromethylphenyl)-4-Methylquinolin-6-yl)oxy)phenyl)-1,2,4-triazine-3,5(2H,4H)-dione NC=1C(NC(N(N1)C1=CC(=C(C(=C1)Cl)OC=1C=C2C(=CC(=NC2=CC1)C1=CC=C(C=C1)C(F)(F)F)C)Cl)=O)=O